CN(S(=O)(=O)C)C1=NC=C(C=N1)NC(O)=O (2-(N-Methylmethylsulfonamido)pyrimidin-5-yl)carbamic acid